COC=1C=C(CNC=2C(OC3=C(C=CC=C3C2)OC)=O)C=C(C1)OC 3-((3,5-dimethoxybenzyl)amino)-8-methoxycoumarin